C[C@@H](CCC=C(C)C)CC=O (S)-(-)-Citronellal